CC1=C(CN2CCC(CC2)C(C)N)C=CC=C1 (1-(2-methylbenzyl)piperidin-4-yl)ethanamine